COC1=NC=CC(=C1)C1=C(C=2CCC2C=C1C)NC(=O)N=[S@@](=O)(N)C=1C=NN2C1OCCC2 (S)-N'-((3-(2-methoxypyridin-4-yl)-4-methylbicyclo[4.2.0]octa-1(6),2,4-trien-2-yl)carbamoyl)-6,7-dihydro-5H-pyrazolo[5,1-b][1,3]oxazine-3-sulfonimidamide